tert-Butyl(3,3-dimethyl-1-(4-methyl-3-((1-(naphthalen-1-yl)cyclopropyl) carbamoyl)phenoxy) butan-2-yl)carbamate C(C)(C)(C)OC(NC(COC1=CC(=C(C=C1)C)C(NC1(CC1)C1=CC=CC2=CC=CC=C12)=O)C(C)(C)C)=O